1,4-bis(3-amino-α,4-dimethylbenzyl)benzene NC=1C=C(C(C)C2=CC=C(C=C2)C(C2=CC(=C(C=C2)C)N)C)C=CC1C